1,19-dibromo-9-nonadecene BrCCCCCCCCC=CCCCCCCCCCBr